bis(1,5-cyclooctadiene) nickel [Ni].C1=CCCC=CCC1.C1=CCCC=CCC1